5-allyl-cytosine C(C=C)C=1C(=NC(NC1)=O)N